COC1=CC(=C(C(=C1)O)C=1C(=CC(=CC1C(C)(C)C)OC)O)C(C)(C)C 5,5'-dimethoxy-3,3'-di-tert-butyl-2,2'-biphenol